2-isopropyl-N4-(pyridin-4-yl)-1,3,5-triazine-2,4-diamine C(C)(C)C1(NC=NC(=N1)NC1=CC=NC=C1)N